(S)-3-((6-aminopyridazin-3-yl)methyl)piperidin-2-one NC1=CC=C(N=N1)C[C@H]1C(NCCC1)=O